C1C(C)(CCC[C@@H](C)[C@H]2CC[C@H]3[C@@H]4CC=C5C[C@@H](O)CC[C@]5(C)[C@H]4CC[C@]23C)O1 epoxy-cholesterol